CC1=CC2=C(N(N=N2)COCC[Si](C)(C)C)C=C1 5-methyl-1-((2-(trimethylsilyl)ethoxy)methyl)-1H-benzo[d][1,2,3]triazole